6-(4-(piperidin-4-ylmethyl)piperazin-1-yl)nicotinamide trifluoroacetate FC(C(=O)O)(F)F.N1CCC(CC1)CN1CCN(CC1)C1=NC=C(C(=O)N)C=C1